3-[3,5-difluoro-4-[4-(4-piperidyl)piperazin-1-yl]anilino]piperidine-2,6-dione FC=1C=C(NC2C(NC(CC2)=O)=O)C=C(C1N1CCN(CC1)C1CCNCC1)F